C(C1=CC=CC=C1)C1NN2C(C(N1)=O)=C(C(C(=C2)C(=O)NCC2=C(C=C(C=C2F)F)F)=O)OCC2=CC=CC=C2 2-benzyl-5-(benzyloxy)-4,6-dioxo-N-(2,4,6-trifluorobenzyl)-2,3,4,6-tetrahydro-1H-pyrido[2,1-f][1,2,4]triazine-7-carboxamide